N-(azetidin-3-ylmethyl)-1-(4-((3-(2,3-difluoro-4-methoxy-phenyl)imidazo[1,2-a]pyrazin-8-yl)amino)-2-methyl-benzoyl)piperidine-4-carboxamide hydrochloride Cl.N1CC(C1)CNC(=O)C1CCN(CC1)C(C1=C(C=C(C=C1)NC=1C=2N(C=CN1)C(=CN2)C2=C(C(=C(C=C2)OC)F)F)C)=O